NC=1C(=NC=C(N1)N1CCC(CC1)(C)CN)SC=1C(=C(C=CC1)NC(=O)NS(=O)(=O)C=1C=NC=CC1)Cl N-((3-((3-amino-5-(4-(aminomethyl)-4-methylpiperidin-1-yl)pyrazin-2-yl)thio)-2-chlorophenyl)carbamoyl)pyridine-3-sulfonamide